4-(piperidin-4-yl)-2-naphthamide N1CCC(CC1)C1=CC(=CC2=CC=CC=C12)C(=O)N